BrC=1C=CC(=NC1)C1=CC=C(C=C1)F 5-bromo-2-(4-fluorophenyl)pyridine